COC(=O)C=1SC(=CC1N)C(=O)N1C[C@H](CC1)NC(=O)C (S)-5-(3-Acetaminopyrrolidine-1-carbonyl)-3-aminothiophene-2-carboxylic acid methyl ester